tert-butyl (3S)-3-{[8-carbamoyl-6-(1-methyl-1,2,3,6-tetrahydropyridin-4-yl)pyrido[3,2-d]pyrimidin-4-yl]amino}piperidine-1-carboxylate C(N)(=O)C1=CC(=NC2=C1N=CN=C2N[C@@H]2CN(CCC2)C(=O)OC(C)(C)C)C=2CCN(CC2)C